4-(β,γ-dihydroxypropyl)amino-3-nitrotrifluoromethylbenzene OC(CNC1=C(C=C(C=C1)C(F)(F)F)[N+](=O)[O-])CO